ClC=1N(N=C2C1C=NC(=C2)SC(F)(F)F)C2=NC=C(C=C2S(=O)(=O)CC)C2=CC=C(C=C2)C2CC2 2-[3-chloro-6-[(trifluoromethyl)thio]pyrazolo[4,3-C]pyridin-2-yl]-5-(4-cyclopropylphenyl)-3-(ethanesulfonyl)pyridine